C(C1=CC=CC=C1)=C1C(C2=CC=CC=C2C1)=O 2-benzyliden-1-indanone